C1(CCCCC1)N[C@@H]1[C@H](CC(CC1)(F)F)CC=1C=C2CN(C(C2=CC1)=O)C1C(NC(CC1)=O)=O 3-(5-(((1s,2s)-2-(cyclohexylamino)-5,5-difluorocyclohexyl)methyl)-1-oxoisoindolin-2-yl)piperidine-2,6-dione